7-methoxy-3-(((R)-1-methylpyrrolidin-2-yl)methyl)indoline COC=1C=CC=C2C(CNC12)C[C@@H]1N(CCC1)C